5-bromo-2-methylbenzo[d]oxazol-6-amine BrC=1C(=CC2=C(N=C(O2)C)C1)N